C1(=CC=CC=C1)C1=NC(=NC(=N1)C1=CC=CC=C1)C1=CC=C(C=C1)B(O)O 4-(4,6-diphenyl-1,3,5-triazin-2-yl)phenylboronic acid